C(N)(=O)C1=CC(=CN1C)S(=O)(=O)N1CCN(CC1)C(=O)NC1=CC(=C(C=C1)C)O 4-((5-carbamoyl-1-methyl-1H-pyrrol-3-yl)sulfonyl)-N-(3-hydroxy-4-methylphenyl)piperazine-1-carboxamide